FC(C=1C(=NC=CC1)CNC(=O)C=1N=CSC1)(F)F N-{[3-(trifluoromethyl)pyridin-2-yl]methyl}-1,3-thiazole-4-carboxamide